4-(p-tolylthio)phenyldi-p-tolylselenium C1(=CC=C(C=C1)SC1=CC=C(C=C1)[Se](C1=CC=C(C=C1)C)C1=CC=C(C=C1)C)C